3,5,5,10-tetramethyl-6,7-dihydro-5H-benzo[3,4]cyclohepta[1,2-b]quinolin-12-ol CC1=CC2=C(C=3C(=NC=4C=C(C=C(C4C3)O)C)CCC2(C)C)C=C1